NC=1C(NC2=C3C=CC=NC3=C(C=C2C1C1=C2C=NNC2=C(C=C1F)F)C)=O 3-amino-4-(5,7-difluoro-1H-indazol-4-yl)-6-methyl-1H-1,7-phenanthrolin-2-one